FC(C=1C(=NC(=CC1)N1C=NC2=C1C=C(C(=C2)NC2=NN(C(C=C2)=O)C)OC)N2N=C(C=C2C)C#N)F 1-[3-(difluoromethyl)-6-[5-[(6-keto-1-methyl-pyridazin-3-yl)amino]-6-methoxy-benzimidazol-1-yl]-2-pyridyl]-5-methyl-pyrazole-3-carbonitrile